Racemic-5-(2-((2R,5S)-2-(2-(3-(dimethylamino)cyclobutyl)benzo[d]thiazol-5-yl)-5-methylpiperidin-1-yl)-2-oxoacetamido)-2-methoxynicotinamide CN(C1CC(C1)C=1SC2=C(N1)C=C(C=C2)[C@@H]2N(C[C@H](CC2)C)C(C(=O)NC=2C=NC(=C(C(=O)N)C2)OC)=O)C |r|